4-methyl-1H-pyrrolo[3,2-c]quinolin CC1=NC=2C=CC=CC2C2=C1C=CN2